C(CCCCC(=O)O)(=O)O.FC1=C(C=CC(=C1)F)C1=C(C(=CN1S(=O)(=O)C1=CC(=CC=C1)F)CNC)OC 1-(5-(2,4-difluorophenyl)-1-((3-fluorophenyl)sulfonyl)-4-methoxy-1H-pyrrol-3-yl)-N-methyl-methylamine adipic acid salt